(4-(1-(3,4-difluorophenyl)-5-(trifluoromethyl)-1H-1,2,3-triazole-4-carboxamido)phenoxy)-N-propylpicolinamide FC=1C=C(C=CC1F)N1N=NC(=C1C(F)(F)F)C(=O)NC1=CC=C(OC=2C(=NC=CC2)C(=O)NCCC)C=C1